CCC(=O)O.FC1=C(C=CC(=C1)F)C1CC(=CC(=C1)OC)C 1-(2,4-difluorophenyl)-5-methoxy-3-methyl-1H-benzol methyl-acetate